5-(1-Hydroxy-2-(2,3,4-trifluoro-5-(methoxy-d3)phenyl)ethylidene)-2,2-dimethyl-1,3-dioxane-4,6-dione OC(CC1=C(C(=C(C(=C1)OC([2H])([2H])[2H])F)F)F)=C1C(OC(OC1=O)(C)C)=O